5-(2,3-dihydrobenzofuran-7-yl)-6-methoxy-3-(1-methyl-1H-pyrazol-4-yl)-1H-pyrazolo[4,3-b]pyridine O1CCC2=C1C(=CC=C2)C2=C(C=C1C(=N2)C(=NN1)C=1C=NN(C1)C)OC